O=C1NC(CCC1N1C(C2=CC=C(C=C2C1)O[C@@H]1[C@@H](CCCC1)N1CC(C1)C1=C(C#N)C=C(C=C1)F)=O)=O (1-((cis)-2-((2-(2,6-dioxopiperidin-3-yl)-1-oxoisoindolin-5-yl)oxy)cyclohexyl)azetidin-3-yl)-5-fluorobenzonitrile